(-)-N-[3-Chloro-1-(3-pyridinyl)-1H-pyrazol-4-yl]-N-ethyl-3-[(3,3,3-trifluoropropyl)sulfinyl]propanamide ClC1=NN(C=C1N(C(CCS(=O)CCC(F)(F)F)=O)CC)C=1C=NC=CC1